COC1=CC=C(C=C1)C=CC(C(=O)OC)(C(=O)OC)C dimethyl [(4-methoxyphenyl)-methylene]-dimethylmalonate